BrC1=CC(=C(O[C@H](C(=O)O)CC2CCC2)C=C1)C1=NOC=C1 (2S)-2-[4-bromo-2-(1,2-oxazol-3-yl)phenoxy]-3-cyclobutylpropionic acid